tert-butyl (S)-(1-(3-methyl-5-(4-(1-methylpiperidin-4-yl)phenyl)thiophene-2-carbonyl)pyrrolidin-3-yl)carbamate CC1=C(SC(=C1)C1=CC=C(C=C1)C1CCN(CC1)C)C(=O)N1C[C@H](CC1)NC(OC(C)(C)C)=O